benzoquinone potassium salt [K].C1(C=CC(C=C1)=O)=O